tert-Butyl (S)-5-(2-((((9H-fluoren-9-yl)methoxy)carbonyl)amino)-3-(benzyloxy)-3-oxopropyl)picolinate C1=CC=CC=2C3=CC=CC=C3C(C12)COC(=O)N[C@@H](CC=1C=CC(=NC1)C(=O)OC(C)(C)C)C(=O)OCC1=CC=CC=C1